O.C(CC(O)(C(=O)O)CC(=O)O)(=O)O.C(C)OC(=O)N1CC2(CC(C2)N2CCC(CC2)C2=CC=NN2C)CC1 Cis-2-[4-(1-methyl-1H-pyrazol-5-yl)piperidin-1-yl]-6-azaspiro[3.4]octane-6-carboxylic acid ethyl ester citrate monohydrate